2,2'-[(2,5-bis(2-hexyldecyl)-3,6-dioxo-2,3,5,6-tetrahydropyrrolo[3,4-c]pyrrole-1,4-diyl)dithiophene] C(CCCCC)C(CN1C(=C2C(N(C(=C2C1=O)C=1SC=CC1)CC(CCCCCCCC)CCCCCC)=O)C=1SC=CC1)CCCCCCCC